4-amino-2-pyrrolidone hydrochloride Cl.NC1CC(NC1)=O